2-(2,2-difluorocyclopropoxy)ethyl methanesulfonate CS(=O)(=O)OCCOC1C(C1)(F)F